3-methoxy-4-(4-(trifluoromethyl)styryl)pyrrolidine 2,2,2-trifluoroacetate FC(C(=O)O)(F)F.COC1CNCC1C=CC1=CC=C(C=C1)C(F)(F)F